NC1=C2C(=NC(=N1)N)N(N=C2C2=CC1=C(N=C(O1)N)C=C2)[C@H](CC(C)(O)C)C (S)-4-(4,6-diamino-3-(2-aminobenzo[d]oxazol-6-yl)-1H-pyrazolo[3,4-d]pyrimidin-1-yl)-2-methylpentan-2-ol